IC1=NN(C2=C1C=NC(=C2)NC(C)=O)C2OCCCC2 N-(3-iodo-1-(tetrahydro-2H-pyran-2-yl)-1H-pyrazolo[4,3-c]pyridin-6-yl)acetamide